C(C)OC(=O)[C@H]1[C@H]2CCC(/C=C/C[C@@H]12)OC(C)=O (1R,8S,9S,E)-5-Acetoxybicyclo[6.1.0]non-3-ene-9-carboxylic acid ethyl ester